C[C@H](C(=O)OCC)CCO[P@]1(OC[C@H]2[C@H](O1)C[C@H](O2)N2C(NC(C(=C2)C)=O)=O)=O Ethyl (S)-2-methyl-4-(((2S,4aS,6S,7aR)-6-(5-methyl-2,4-dioxo-3,4-dihydropyrimidin-1(2H)-yl)-2-oxidotetrahydro-4H-furo[3,2-d][1,3,2]dioxaphosphinin-2-yl)oxy)butanoate